ON=C[C@@H]1C[C@@]2(CN1)C(N(C1=CC=C(C=C12)C)C([C@H](CC(C)C)N(C(OCC1=CC=CC=C1)=O)C)=O)=O benzyl ((S)-1-((3R,5'S)-5'-((hydroxyimino)methyl)-5-methyl-2-oxospiro[indoline-3,3-pyrrolidin]-1-yl)-4-methyl-1-oxopentan-2-yl)(methyl)carbamate